ClCC1COC=2C(O1)=CSC2 2-(chloromethyl)-2,3-dihydro-thieno[3,4-b]-1,4-dioxin